OC1=C(C=C(C=C1)CC1=C(C(=CC(=C1)CC)CC1=CC(=C(C=C1)O)C)O)C 2,6-bis[(4-hydroxy-3-methylphenyl)methyl]-4-ethylphenol